[Zn+2].C(C=1C(C(=O)[O-])=CC=CC1)(=O)[O-] phthalic acid zinc salt